C1=CCC=CCC1 cyclohepta-1,4-diene